Br.[N+](=O)([O-])C1=CC=C(C=C1)C[C@H](N)C=1N=C(SC1)C=1SC=CC1 (S)-2-(4-nitrophenyl)-1-(thiophen-2-ylthiazol-4-yl)ethanamine hydrobromide salt